C1(CC1)COC1CCN(CC1)C=1C=C2C(=CN1)N(N=C2C)C=2C(=C(C(=C(C2)C(F)(F)F)F)O)F 3-(5-(4-(Cyclopropylmethoxy)piperidin-1-yl)-3-methyl-1H-pyrazolo[3,4-c]pyridine-1-yl)-2,6-difluoro-5-(trifluoromethyl)phenol